N1N=NN=C1C1=C(C=CC=C1)C1=CC(=CC(=N1)N(CC(C)C)CC1=CC=CC=C1)NC1=NC=CC=N1 6-(2-(1H-tetrazol-5-yl)phenyl)-N2-benzyl-N2-isobutyl-N4-(pyrimidin-2-yl)pyridine-2,4-diamine